(S)-3-(3-(3-((2-formyl-3-hydroxyphenoxy)methyl)-morpholine-4-carbonyl)-pyrazin-2-yl)propanenitrile C(=O)C1=C(OC[C@H]2N(CCOC2)C(=O)C=2C(=NC=CN2)CCC#N)C=CC=C1O